2-propyl-4-methyl-6-(1-methyl-benzimidazol-2-yl)-benzimidazole C(CC)C=1NC2=C(N1)C=C(C=C2C)C2=NC1=C(N2C)C=CC=C1